FC1=C(C=CC(=C1)F)[C@]1(C[C@@H](CO1)COC1=CC=C(C=C1)N1CCN(CC1)C1=CC=C(C=C1)N1C=NN(C1=O)CCC(=O)O)C 3-(4-(4-(4-(4-(((3R,5R)-5-(2,4-difluorophenyl)-5-methyltetrahydrofuran-3-yl)methoxy)phenyl)piperazin-1-yl)phenyl)-5-oxo-4,5-dihydro-1H-1,2,4-triazol-1-yl)propanoic acid